rac-(3aS,7aR)-1-[6-chloro-5-(difluoromethyl)pyridazin-3-yl]-6-methyl-3,3a,4,5,7,7a-hexahydro-2H-pyrrolo[2,3-c]pyridine ClC1=C(C=C(N=N1)N1CC[C@H]2[C@@H]1CN(CC2)C)C(F)F |r|